O=C1OC2=CC=C(C=C2C2=C1C=CC=C2)NC(=O)C2=C(C=CC=C2)C2=CC=CC=C2 2'-((6-oxo-6H-Benzo[c]chromen-2-yl)carbamoyl)-[1,1'-biphenyl]